(2-(1,1-difluoro-5-azaspiro[2.4]heptan-5-yl)pyrimidin-5-yl)(4-(5-methyloxazolo[4,5-b]pyridin-2-yl)piperazin-1-yl)methanone FC1(CC12CN(CC2)C2=NC=C(C=N2)C(=O)N2CCN(CC2)C=2OC=1C(=NC(=CC1)C)N2)F